N-methyl-3-chloropropylamine CNCCCCl